[C@H](C)(CC)N(C=1C2=C(N=C(N1)N)NC=C2C(F)(F)F)C2=C(C=C(C=C2)S(=O)(=O)C)OC (S)-N4-(sec-butyl)-N4-(2-methoxyl-4-(methylsulfonyl)phenyl)-5-(trifluoromethyl)-7H-pyrrolo[2,3-d]pyrimidine-2,4-diamine